1,2-Diaminopropan NCC(C)N